COC1=C(CCNCC2=C(C=CC=C2)O)C=C(C(=C1)C1=NC=CC=C1)OC 2-(((2,5-dimethoxy-4-(pyridin-2-yl)phenethyl)amino)methyl)phenol